(R)-N-(2-chloro-4-(trifluoromethyl)phenyl)-2-(2-(4-(dimethylamino)piperidin-1-yl)-5-ethyl-6-(3-methylpiperazine-1-yl)-7-oxo-[1,2,4]triazolo[1,5-a]pyrimidin-4(7H)-yl)acetamide ClC1=C(C=CC(=C1)C(F)(F)F)NC(CN1C=2N(C(C(=C1CC)N1C[C@H](NCC1)C)=O)N=C(N2)N2CCC(CC2)N(C)C)=O